C(#N)C1=C(C2=C(NC(=N2)NC(=O)C=2C=NN(C2)C)C(=C1)OC)C1=CC=CC=C1 N-(5-cyano-7-methoxy-4-phenyl-1H-1,3-benzodiazol-2-yl)-1-methyl-1H-pyrazole-4-carboxamide